C(C1=CC=CC=C1)N(CC(=O)O)NC1=NC(=NC=C1F)C1=CNC2=NC=C(C=C21)F benzyl-N-((5-fluoro-2-(5-fluoro-1H-pyrrolo[2,3-b]pyridin-3-yl)pyrimidin-4-yl)amino)glycine